(R)-7-(azetidin-3-yloxy)-N-(1-(3-(difluoromethyl)-2-fluorophenyl)ethyl)-6-(4-isopropylpiperazin-1-yl)-2-methylpyrido[2,3-d]pyrimidin-4-amine N1CC(C1)OC=1C(=CC2=C(N=C(N=C2N[C@H](C)C2=C(C(=CC=C2)C(F)F)F)C)N1)N1CCN(CC1)C(C)C